(6S,7S)-6-((2,5-difluoro-[1,1'-biphenyl]-3-yl)methyl)-7-((difluoromethyl)sulfonamido)-N-((S)-1-fluoroethyl)-5-azaspiro[2.4]heptane-5-carboxamide FC1=C(C=C(C=C1C[C@@H]1N(CC2(CC2)[C@@H]1NS(=O)(=O)C(F)F)C(=O)N[C@H](C)F)F)C1=CC=CC=C1